ClC=1C=C(C(=C(C1)O)C1=CC=C2C(=N1)N=C(O2)N[C@H]2CN(CCC2)C[C@H]2[C@@H](CC2)O)C |&1:25,26| 5-chloro-2-[2-[[(3R)-1-[[rac-trans-2-hydroxycyclobutyl]methyl]-3-piperidyl]amino]oxazolo-[4,5-b]pyridin-5-yl]-3-methyl-phenol